4,5-dicyano-2H-1,2,3-triazole C(#N)C1=NNN=C1C#N